(E)-7-(2-(4-((5-Cyclopropyl-3-(3,5-dichloropyridin-4-yl)isoxazol-4-yl)methoxy)bicyclo[2.2.2]octan-1-yl)vinyl)-1-isopropoxyisochinolin C1(CC1)C1=C(C(=NO1)C1=C(C=NC=C1Cl)Cl)COC12CCC(CC1)(CC2)/C=C/C2=CC=C1C=CN=C(C1=C2)OC(C)C